(S)-5-(1-(2-((tert-butyldimethylsilyl)-oxy)-1-(3-chlorophenyl)ethyl)-2-oxo-1,2-dihydropyridin-4-yl)-3-(methylamino)-1H-indazole-1-carboxylic acid tert-butyl ester C(C)(C)(C)OC(=O)N1N=C(C2=CC(=CC=C12)C1=CC(N(C=C1)[C@H](CO[Si](C)(C)C(C)(C)C)C1=CC(=CC=C1)Cl)=O)NC